COC1=C(C=CC=C1)SCC(OCC)OCC (2,2-diethoxyethyl) (2-methoxyphenyl) sulfide